[Mn+2].[Ni+2] nickel manganese (2+)